ClC=1C(N(N=CC1NC[C@H]1COCCC1)C1=CC=C(C=C1)OC1=CC=CC=C1)=O (2S)-4-chloro-2-(4-phenoxyphenyl)-5-[[(3S)-tetrahydropyran-3-yl]methylamino]pyridazin-3-one